BrC=1C=C(C(=NC1)N)C=1OC(=NN1)C1=CC=CC=C1 5-bromo-3-(5-phenyl-1,3,4-Oxadiazol-2-yl)pyridin-2-amine